3-[6-({4-[2-amino-6-(m-cyanophenyl)-4-pyrimidinyl]-1H-1,2,3-triazol-1-yl}methyl)-2-pyridinyl]-3-methylbutanoic acid NC1=NC(=CC(=N1)C=1N=NN(C1)CC1=CC=CC(=N1)C(CC(=O)O)(C)C)C1=CC(=CC=C1)C#N